(2S,3S)-2-cyclopropyl-3-nitrochromane C1(CC1)[C@@H]1OC2=CC=CC=C2C[C@@H]1[N+](=O)[O-]